1-(imidazo[1,2-a]pyridin-6-yl)-1H-benzo[d]imidazol-2(3H)-one N=1C=CN2C1C=CC(=C2)N2C(NC1=C2C=CC=C1)=O